N-(4-Methoxyphenyl)-2-(4-(pyridin-2-yl)piperazin-1-yl)pyrimidine-5-carboxamide COC1=CC=C(C=C1)NC(=O)C=1C=NC(=NC1)N1CCN(CC1)C1=NC=CC=C1